4-(2',3',4',5'-tetrahydro-[1,1'-biphenyl]-4-yl)-1H-benzo[d]Imidazole C1(=CC=C(C=C1)C1=CC=CC=2NC=NC21)C=2CCCCC2